Ethyl 3-[6-({5-[4-cyclopropyl-3-(trifluoromethyl)phenyl]-7-({[1-(methoxymethyl)cyclopentyl]methyl}(methyl)amino)-1H-imidazo[4,5-b]pyridin-2-yl}carbamoyl)pyridin-3-yl]propanoate C1(CC1)C1=C(C=C(C=C1)C1=CC(=C2C(=N1)N=C(N2)NC(=O)C2=CC=C(C=N2)CCC(=O)OCC)N(C)CC2(CCCC2)COC)C(F)(F)F